(4-chlorobenzyl)-1-(3-methyl-4-(pyridin-4-yl)phenyl)pyrrolidin-2-one ClC1=CC=C(CC2C(N(CC2)C2=CC(=C(C=C2)C2=CC=NC=C2)C)=O)C=C1